F[C@H]1C(NC(C[C@H]1OC1=CC=C(N=N1)C1=NC=C(C=C1O)C1=NN2C(C=NC=C2)=N1)(C)C)(C)C 2-(6-{[(3S,4R)-3-fluoro-2,2,6,6-tetramethylpiperidin-4-yl]oxy}pyridazin-3-yl)-5-([1,2,4]triazolo[1,5-a]pyrazin-2-yl)pyridin-3-ol